4-((5-chloro-3-fluoropyridin-2-yl)oxy)-2-bromobenzonitrile ClC=1C=C(C(=NC1)OC1=CC(=C(C#N)C=C1)Br)F